1-(2-fluoro-phenyl)-5-chloromethyl-1H-4-pyrazolecarboxylic acid FC1=C(C=CC=C1)N1N=CC(=C1CCl)C(=O)O